ClC=1N=CC2=C(C=CC(=C2C1)C(C)C)N1[C@@H](CC1)CO (S)-(1-(3-chloro-5-isopropylisoquinolin-8-yl)azetidin-2-yl)methanol